FC1=CC=C(CC2(CN(CCC2)C(=O)C=2C=C(C=NC2C)C=2C=CC=3N(N2)C=C(N3)NC(C)=O)O)C=C1 N-(6-(5-(3-(4-fluorobenzyl)-3-hydroxypiperidine-1-carbonyl)-6-methylpyridin-3-yl)imidazo[1,2-b]pyridazin-2-yl)acetamide